BrC1=CC=C(C(=C1CN(C(OC(C)(C)C)=O)CCC1=NC(=CC=C1[N+](=O)[O-])OC)Cl)Cl tert-Butyl (6-bromo-2,3-dichlorobenzyl)(2-(6-methoxy-3-nitropyridin-2-yl)-ethyl)carbamate